C1=CC=CC=2C3=CC=CC=C3C(C12)COC(=O)N[C@@](C(=O)O)(C)C1=CN(C2=C(C=CC=C12)Cl)CC (S)-2-[[(9H-fluoren-9-ylmethoxy)carbonyl]amino](7-chloro-1-ethyl-1H-indol-3-yl)propanoic acid